ClC1=CC=C(C=C1)C(CC(C(=O)OC)C(=O)OC)=O Dimethyl 2-(2-(4-chlorophenyl)-2-oxoethyl)malonate